C(CCCC)C=1C=C(C=2C=CCOC2C1)O 7-pentyl-2H-chromen-5-ol